[Li].OC1=CC=C(C=2C(C3=C(C=CC(=C3C(C12)=O)O)O)=O)O 1,4,5,8-tetrahydroxy-9,10-anthraquinone lithium